CN1CCN(CC1)[C@@H]1CC[C@H](CC1)C(=O)NN Trans-4-(4-methylpiperazin-1-yl)cyclohexanecarboxhydrazide